2,8-dimethyladenosine CC=1N=C(C=2N=C(N([C@H]3[C@H](O)[C@H](O)[C@@H](CO)O3)C2N1)C)N